3-chloro-N4-isopropyl-N6-(2-methoxy-4-((morpholinopiperidin-1-yl)sulfonyl)phenyl)-1H-pyrrolo[2,3-b]pyridine-4,6-diamine ClC1=CNC=2N=C(C=C(C21)NC(C)C)NC2=C(C=C(C=C2)S(=O)(=O)N2C(CCCC2)N2CCOCC2)OC